O=C1NC(CCC1N1C(C2=CC=CC(=C2C1=O)CNC(CC)=O)=O)=O N-{(2-(2,6-dioxo(3-piperidyl))-1,3-dioxoisoindolin-4-yl)methyl}propionamide